ClC1=CC=C(C=C1)CCN1C(=NC(=C1C(=O)OCC)C)C ethyl 1-(2-(4-chlorophenyl) ethyl)-2,4-dimethyl-1H-imidazole-5-carboxylate